2-(4-aminopiperidin-1-yl)-6-(4-cyano-3-fluorophenyl)-5-(3-Fluoro-4-methoxyphenyl)pyrimidine-4-carboxamide hydrochloride Cl.NC1CCN(CC1)C1=NC(=C(C(=N1)C(=O)N)C1=CC(=C(C=C1)OC)F)C1=CC(=C(C=C1)C#N)F